BrC=1C=C(C=C(C1)C=1C=NC=CC1)C=1C=NC=CC1 3,3'-(5-bromo-1,3-phenylene)dipyridine